fluorocyclopropane-1-carboxylic acid FC1(CC1)C(=O)O